COC1=CC=C(C=CC(=O)N[C@@H](CC2=CC=CC=C2)C(=O)O)C=C1 N-p-methoxycinnamoyl-phenylalanine